N-(4-chlorophenyl)-5-(1-cyclopentyl-4-(4-fluorophenyl)-1H-imidazol-5-yl)furan-2-carboxamide ClC1=CC=C(C=C1)NC(=O)C=1OC(=CC1)C1=C(N=CN1C1CCCC1)C1=CC=C(C=C1)F